C(CCCCC)OC1=C(OCCCNC2=NC=NC3=CC=CC=C23)C=CC=C1 N-{3-[2-(Hexyloxy)phenoxy]propyl}quinazolin-4-amine